FC1=C(CS(=NC(CC2=CC=C(C=C2)C2=NOC(=N2)C(F)(F)F)=O)(=O)C)C=CC(=C1)F N-((2,4-difluorobenzyl)(methyl)(oxo)-λ6-sulfaneylidene)-2-(4-(5-(trifluoromethyl)-1,2,4-oxadiazol-3-yl)phenyl)acetamide